methyl 4-(2-(2-amino-3-(hexylamino)-3-oxopropyl)thiazol-5-yl)benzoate NC(CC=1SC(=CN1)C1=CC=C(C(=O)OC)C=C1)C(=O)NCCCCCC